6-chloro-7-(2-fluorophenyl)-1-(2-methyl-4,6-di(2-propanyl)-5-pyrimidinyl)-4-((2S)-2-methyl-4-(2-propenoyl)-1-piperazinyl)pyrido[2,3-d]pyrimidin-2(1H)-one ClC1=CC2=C(N(C(N=C2N2[C@H](CN(CC2)C(C=C)=O)C)=O)C=2C(=NC(=NC2C(C)C)C)C(C)C)N=C1C1=C(C=CC=C1)F